C(CC(=O)N[C@@H](CS)C(=O)[O-])[C@@H](C(=O)[O-])[NH3+] The molecule is conjugate base of L-gamma-glutamyl-L-cysteine arising from deprotonation of both carboxy groups and protonation of the primary amino group; major species at pH 7.3. It has a role as a human metabolite and a Saccharomyces cerevisiae metabolite. It is a conjugate base of a L-gamma-glutamyl-L-cysteine.